methyl 3-(2-(((1S,3S)-3-((2-(2-((tert-butoxycarbonyl)amino)ethoxy)ethyl)amino)cyclopentyl)amino)-5-(trifluoromethyl)pyrimidin-4-yl)-7-(dimethylphosphoryl)-1H-indole-6-carboxylate C(C)(C)(C)OC(=O)NCCOCCN[C@@H]1C[C@H](CC1)NC1=NC=C(C(=N1)C1=CNC2=C(C(=CC=C12)C(=O)OC)P(=O)(C)C)C(F)(F)F